FC(OS(=O)(=O)/C=C/C1=CC=C(C(=O)C2=CC=C(OC(C(=O)OC(C)C)(C)C)C=C2)C=C1)F isopropyl (trans)-2-(4-(4-(2-((difluoromethoxy) sulfonyl) vinyl) benzoyl) phenoxy)-2-methylpropionate